Cl.FC1([C@H](C1)N)F (S)-2,2-difluorocyclopropan-1-amine hydrochloride